4-chloro-3,5-difluoro-2-hydroxybenzaldehyde ClC1=C(C(=C(C=O)C=C1F)O)F